3-(((4-((2-(2-(benzyloxy)ethoxy)ethoxy)methyl)phenyl)(3-methoxybenzyl)amino)methyl)-N,N-dimethylaniline C(C1=CC=CC=C1)OCCOCCOCC1=CC=C(C=C1)N(CC1=CC(=CC=C1)OC)CC=1C=C(N(C)C)C=CC1